trimethyl-N'-ethylethylenediamine CN(CCN(CC)C)C